tert-butyl 2-(5-fluoro-2-(4-(4-methylpiperazin-1-yl)-3-nitrobenzamido) phenyl)acetate FC=1C=CC(=C(C1)CC(=O)OC(C)(C)C)NC(C1=CC(=C(C=C1)N1CCN(CC1)C)[N+](=O)[O-])=O